OC1=C(C(=CC(=C1)CCC)O)C1=C2C(C(N(C2=CC=C1C)CC)=O)C 4-(2,6-Dihydroxy-4-propylphenyl)-1-ethyl-3,5-dimethylindolin-2-one